FC1=CC(=C(C=C1)C(C(N1CCC2=CC=C(C=C12)OC(F)(F)F)=O)NC=1C=C(OCCCC(=O)OC(C)(C)C)C=C(C1)OC)OC tert-butyl 4-(3-((1-(4-fluoro-2-methoxyphenyl)-2-oxo-2-(6-(trifluoromethoxy)indolin-1-yl)ethyl)amino)-5-methoxyphenoxy)butanoate